methyldiallylacetate COC(C(CC=C)CC=C)=O